(S)-3-((1R,3R)-1-(3-(2-((3,3-difluoropropyl)amino)ethoxy)-6-fluoro-2-methylphenyl)-3-methyl-1,3,4,9-tetrahydro-2H-pyrido[3,4-b]Indol-2-yl)-2-methylpropanoic acid FC(CCNCCOC=1C(=C(C(=CC1)F)[C@H]1N([C@@H](CC2=C1NC1=CC=CC=C21)C)C[C@@H](C(=O)O)C)C)F